Methyl (2R,5S)-5-(4-chlorobenzyl)-4-(4-(1,5-dimethyl-1H-pyrazol-3-yl)cyclohexyl)morpholin-2-carboxylat ClC1=CC=C(C[C@H]2CO[C@H](CN2C2CCC(CC2)C2=NN(C(=C2)C)C)C(=O)OC)C=C1